C(CC(C)C)(=O)N Isovaleramide